[3-(4-aminocinnolin-7-yl)-4-methoxyphenyl]boronic acid NC1=CN=NC2=CC(=CC=C12)C=1C=C(C=CC1OC)B(O)O